4-benzyl-2-(hydroxymethyl)-5,5-dimethyl-morpholin-3-one C(C1=CC=CC=C1)N1C(C(OCC1(C)C)CO)=O